C(C)(C)(C)NC1CN(CC1)C=1N=NC(=CN1)C1=NC=C(C=C1O)N1N=CC=N1 2-{3-[3-(tert-butylamino)pyrrolidin-1-yl]-1,2,4-triazin-6-yl}-5-(2H-1,2,3-triazol-2-yl)pyridin-3-ol